N-(4-Chlorobenzyl)-N-((3R,5s)-1,1-difluorospiro[2.3]hexan-5-yl)-1-(R)-(N,4-dimethylphenylsulfonimidoyl)-4-methylpyrrolidine-2-carboxamide ClC1=CC=C(CN(C(=O)C2N(CC(C2)C)S(=O)(=NC)C2=CC=C(C=C2)C)C2CC3(CC3(F)F)C2)C=C1